NC=1C2=C(N=CN1)N(C(=C2C2=CC=C(C=C2)C(=O)N2CCCC2)C2C(C2)NC(C=C)=O)C N-(2-(4-amino-7-methyl-5-(4-(pyrrolidine-1-carbonyl)phenyl)-7H-pyrrolo[2,3-d]pyrimidin-6-yl)cyclopropyl)acrylamide